2'-chloro-1-(oxetan-3-yl)-6'-(2,2,2-trifluoroethyl)-6',7'-dihydrospiro[piperidine-4,5'-pyrrolo[3,4-b]pyridine] ClC1=CC=C2C(=N1)CN(C21CCN(CC1)C1COC1)CC(F)(F)F